Boc-L-O-methyl-serine C(=O)(OC(C)(C)C)N[C@@H](COC)C(=O)O